ClC1=C(C=C(C=C1)C=1C=NN(C1)CC1=NN(C=C1)CC)OC(F)F 3-[[4-[4-Chloro-3-(difluoromethoxy)phenyl]pyrazol-1-yl]methyl]-1-ethyl-pyrazole